2,4-dihydroxy-4'-n-heptyl-benzophenone OC1=C(C(=O)C2=CC=C(C=C2)CCCCCCC)C=CC(=C1)O